O=C1N(C(C=C1)=O)CCC(NCCOCCOCCOCCOCCOCCOCCOCCOCCC(=O)N[C@@H](C(C)C)C(=O)N[C@@H](C)C(=O)O)=O N-[31-(2,5-Dioxo-2,5-dihydro-1H-pyrrol-1-yl)-29-oxo-4,7,10,13,16,19,22,25-octaoxa-28-azahentriacontan-1-oyl]-L-valyl-L-alanine